ClC=1N=CC2=C(N1)CN(C2)C(=O)[O-] 2-chloro-5,7-dihydro-6H-pyrrolo[3,4-d]pyrimidine-6-carboxylate